4-(6-methoxypyridin-2-yl)-N-(4-methylpyridin-2-yl)thiazol-2-amine COC1=CC=CC(=N1)C=1N=C(SC1)NC1=NC=CC(=C1)C